FC(C(=O)O)(F)F.BrC1=CC=C(C=C1)N1[C@@H]2CN[C@H](C1)C2 (1S,4S)-2-(4-bromophenyl)-2,5-diazabicyclo[2.2.1]heptane, 2,2,2-trifluoroacetate salt